C(C1=CC=CC=C1)C(C(C(=O)[O-])(C)O)C benzyl-2-methylhydroxybutyrate